Tert-butyl 5-[[4-[[2-(2-tert-butoxycarbonylhydrazino)acetyl]amino]-3-fluoro-phenyl]sulfonyl-[(4-methoxyphenyl)methyl]amino]thiazole-4-carboxylate C(C)(C)(C)OC(=O)NNCC(=O)NC1=C(C=C(C=C1)S(=O)(=O)N(C1=C(N=CS1)C(=O)OC(C)(C)C)CC1=CC=C(C=C1)OC)F